4-Amino-6-(3,4-dichlorophenoxy)-5-(3-methoxy-2,6-dimethylphenyl)nicotinic acid NC1=C(C(=NC=C1C(=O)O)OC1=CC(=C(C=C1)Cl)Cl)C1=C(C(=CC=C1C)OC)C